tert-Butyl 4-(1-hydroxyethyl)-1-piperidinecarboxylate OC(C)C1CCN(CC1)C(=O)OC(C)(C)C